(tert-butyl 1-(5-(4-(4-(2,6-difluorobenzyl)-5-oxo-4,5-dihydro-1H-1,2,4-triazol-1-yl) benzoyl)-4-methylthiazol-2-yl)-3-methylazetidin-3-yl) carbamate C(N)(OC1(C(N(C1)C=1SC(=C(N1)C)C(C1=CC=C(C=C1)N1N=CN(C1=O)CC1=C(C=CC=C1F)F)=O)C(C)(C)C)C)=O